3-(1-methyl-2-oxo-1,2-dihydropyridin-4-yl)-3-(5-(2-(5,6,7,8-tetrahydro-1,8-naphthyridin-2-yl)ethoxy)-1H-indazol-1-yl)propionic acid CN1C(C=C(C=C1)C(CC(=O)O)N1N=CC2=CC(=CC=C12)OCCC1=NC=2NCCCC2C=C1)=O